(2S,4S)-4-(methyl(4-methyl-1H-pyrazol-3-yl)amino)-1-(2-methylbenzofuro[3,2-d]pyrimidin-4-yl)pyrrolidine-2-carboxylic acid CN([C@H]1C[C@H](N(C1)C=1C2=C(N=C(N1)C)C1=C(O2)C=CC=C1)C(=O)O)C1=NNC=C1C